1-methyl-3-(1,2,3,4-tetrahydronaphthalen-2-yl)thiourea CNC(=S)NC1CC2=CC=CC=C2CC1